6-((S)-2-methyl-pyrrolidine-1-carbonyl)-3,4-dihydro-1H-pyrrolo[2,1-c][1,4]oxazine-8-carboxylic acid [(R)-1-(3-chloro-4-trifluoromethyl-phenyl)-propyl]-amide ClC=1C=C(C=CC1C(F)(F)F)[C@@H](CC)NC(=O)C=1C=C(N2C1COCC2)C(=O)N2[C@H](CCC2)C